(R)-2-((1-(2-cyano-3-(3,3-dimethylazetidin-1-yl)-7-methylquinoxalin-5-yl)ethyl)amino)benzoic acid C(#N)C1=NC2=CC(=CC(=C2N=C1N1CC(C1)(C)C)[C@@H](C)NC1=C(C(=O)O)C=CC=C1)C